ClC1=C(C=CC=C1)C1=CC=CC(=N1)OC=1C=CC(=C(C1)O)F 5-{[6-(2-chlorophenyl)pyridin-2-yl]oxy}-2-fluorophenol